bis-(4-hydroxy-3,5-dimethylphenyl)methane OC1=C(C=C(C=C1C)CC1=CC(=C(C(=C1)C)O)C)C